FC=1C=C(C=C(C1)F)C(C)C=1C=C2C(=CN1)NN=C2NC(C2=C(C=C(C=C2)N2CCN(CC2)C)NC2CCOCC2)=O N-(5-(1-(3,5-difluorophenyl)ethyl)-1H-pyrazolo[3,4-c]pyridin-3-yl)-4-(4-methylpiperazin-1-yl)-2-((tetrahydro-2H-pyran-4-yl)amino)benzamide